CC=1C(=NC(=NC1)NC1=CC=NN1C)C=1C=C2N(C(N(CC2)[C@@H](C(=O)O)C)=O)C1 (R)-2-(6-(5-methyl-2-((1-methyl-1H-pyrazol-5-yl)amino)pyrimidin-4-yl)-1-oxo-3,4-dihydropyrrolo[1,2-c]pyrimidin-2(1H)-yl)propionic acid